4,8-dimethylnonane-3,7-dien-2-one CC(=CC(C)=O)CCC=C(C)C